C(#N)C1(CC1)N1C=CC(=CC1=O)C(=O)N(N)C (1-cyanocyclopropyl)-4-(1-methylhydrazine-1-carbonyl)-6-oxo-1,6-dihydropyridine